O=C1NC[C@H](N1)C(F)(F)F (S)-2-oxo-4-(trifluoro-methyl)imidazolidin